Cl.CNC1CC=2C(OC1)=CSC2 N-methyl-3,4-dihydro-2H-thieno[3,4-b]pyran-3-amine hydrochloride